C(C=C)N(C(CCCCCCC\C=C/CCCCCCCC)=O)CC=C N,N-diallyl-oleamide